2-[2-(2,2,2-trifluoroethoxy)-ethylamino]acetic acid FC(COCCNCC(=O)O)(F)F